FC1=C(C(=O)N)C=C(C=C1)OC[C@@H]1CC[C@H](CC1)C(=O)N1OCC[C@H]1C1=NC=CN=C1 trans-2-fluoro-5-[[4-[(3S)-3-pyrazin-2-ylisoxazolidine-2-carbonyl]cyclohexyl]methoxy]benzamide